3,4-dihydro-2H-1,4-benzoxazine-2-methanamine O1C(CNC2=C1C=CC=C2)CN